N-(7-chloro-6-(4-(3,3-difluoroazetidin-1-yl)piperidin-1-yl)isoquinolin-3-yl)-6-oxaspiro[2.5]octane-1-carboxamide ClC1=C(C=C2C=C(N=CC2=C1)NC(=O)C1CC12CCOCC2)N2CCC(CC2)N2CC(C2)(F)F